pentyl (1-((2R,3R,4S,5R)-3,4-dihydroxy-5-methyltetrahydrofuran-2-yl)-5-fluoro-2-oxo-1,2-dihydropyrimidin-4-yl)carbamate O[C@H]1[C@@H](O[C@@H]([C@H]1O)C)N1C(N=C(C(=C1)F)NC(OCCCCC)=O)=O